(2-(1-hydroxycyclopropyl)-4-(trifluoromethyl)oxazol-5-yl)methanone OC1(CC1)C=1OC(=C(N1)C(F)(F)F)C=O